(S)-N-(1-((3',5'-dimethyl-[3,4'-bipyridyl]-6-yl)amino)-1-oxo-3,3-diphenylpropan-2-yl)-1-methyl-1H-pyrazole-5-carboxamide CC=1C=NC=C(C1C=1C=NC(=CC1)NC([C@H](C(C1=CC=CC=C1)C1=CC=CC=C1)NC(=O)C1=CC=NN1C)=O)C